[Au+3].SCCCS(=O)(=O)[O-].SCCCS(=O)(=O)[O-].SCCCS(=O)(=O)[O-] 3-mercapto-1-propanesulfonic acid gold salt